OC[C@@H](C(C)C)N1CCS(CC1)(=O)=O (R)-4-(1-hydroxy-3-methylbutan-2-yl)thiomorpholine 1,1-dioxide